NC1=NC=C(C=N1)C=1N=C(C2=C(N1)C(=C(S2)CN2CCC(CC2)N2N=CC(=C2)C=2C=C1CC[C@@H](N(C1=CC2)C(C)=O)C)C)N2CCOCC2 (S)-1-(6-(1-(1-((2-(2-Aminopyrimidin-5-yl)-7-methyl-4-morpholinothieno[3,2-d]pyrimidin-6-yl)methyl)piperidin-4-yl)-1H-pyrazol-4-yl)-2-methyl-3,4-dihydro-quinolin-1(2H)-yl)ethan-1-one